2-(3-acetylphenyl)-2,2-difluoroethyl acetate C(C)(=O)OCC(F)(F)C1=CC(=CC=C1)C(C)=O